ethyl 4-(5-bromo-6-methoxyisoindolin-2-yl)-4-oxobutyrate BrC=1C=C2CN(CC2=CC1OC)C(CCC(=O)OCC)=O